N-[3-chloro-4-[4-[(2S,4R)-4-hydroxyprolyl]piperazine-1-carbonyl]phenyl]-5-[1-(6-chloro-3-pyridyl)-3-(trifluoromethyl)pyrazol-4-yl]-1-methyl-imidazole-2-carboxamide ClC=1C=C(C=CC1C(=O)N1CCN(CC1)C([C@H]1NC[C@@H](C1)O)=O)NC(=O)C=1N(C(=CN1)C=1C(=NN(C1)C=1C=NC(=CC1)Cl)C(F)(F)F)C